ClC1=CC=C(CNC(=O)NC2=CC=C(C=C2)C2NCC(N(C2)C)=O)C=C1 1-(4-chloro-benzyl)-3-(4-(4-methyl-5-oxo-piperazin-2-yl)phenyl)urea